1-(2,7-dichloro-8-fluoropyrido[4,3-d]pyrimidin-4-yl)-3-(fluoromethyl)piperidin-3-ol ClC=1N=C(C2=C(N1)C(=C(N=C2)Cl)F)N2CC(CCC2)(O)CF